P(=O)([O-])([O-])[O-].[Al+3].[Si+4].[Ti+4] titanium silicon aluminum phosphate